O=C1N(CC2=CC(=CC=C12)C1CCN(CC1)CC1=CC=NC=C1)C1C(NC(CC1)=O)=O 3-(1-oxo-5-(1-(pyridin-4-ylmethyl)piperidin-4-yl)isoindolin-2-yl)piperidine-2,6-dione